[C@H]12[C@H](NC[C@@H]2C1)C(=O)N1CCC(CC1)C(=O)C1=C(N(C2=CN=CC=C21)C2=C(C(=O)N(C(C)C)CC)C=C(C=C2)F)C 2-(3-(1-((1S,2S,5R)-3-Azabicyclo[3.1.0]hexane-2-carbonyl)piperidine-4-carbonyl)-2-methyl-1H-pyrrolo[2,3-c]pyridin-1-yl)-N-ethyl-5-fluoro-N-isopropylbenzamide